FC=1C=C(CN2N=CC(=C2)C(=O)N2CC3(CN(C3)C(C(C(F)(F)F)(C)C)=O)[C@@H](C2)CO)C=C(C1)F (S)-1-(6-(1-(3,5-difluorobenzyl)-1H-pyrazole-4-carbonyl)-8-(hydroxymethyl)-2,6-diazaspiro[3.4]octan-2-yl)-3,3,3-trifluoro-2,2-dimethylpropan-1-one